C(CCC)C1=NC(=NN1C1=CC=C(C=C1)OC1=CC=CC=C1)C1=CC=C(C=C1)O 4-(5-Butyl-1-(4-phenoxyphenyl)-1H-1,2,4-triazol-3-yl)phenol